NC12C(CC(CC1)(CC2)NCC2=CC=CC=C2)=O 1-amino-4-(benzylamino)bicyclo[2.2.2]Octane-2-one